C(C)SC1=C(N)C(=CC(=C1)N1CCOC2=C(C1)C=CC(=C2)F)C2=C(C=CC=C2)C 2-(ethylthio)-4-(8-fluoro-2,3-dihydrobenzo[f][1,4]oxazepin-4(5H)-yl)-6-Tolylaniline